1-[4-(1,1-difluoroethyl)pyridin-2-yl]-N-{6-methoxy-1-methylpyrazolo[4,3-c]pyridin-7-yl}pyrazole-4-sulfonamide FC(C)(F)C1=CC(=NC=C1)N1N=CC(=C1)S(=O)(=O)NC=1C2=C(C=NC1OC)C=NN2C